C(C1=CC=CC=C1)OC=1C=C(OC[C@@H](CNCCO)O)C=CC1OCC1=CC=CC=C1 (R)-1-(3,4-bis(benzyloxy)phenoxy)-3-((2-hydroxyethyl)amino)propan-2-ol